(6-(4-methoxybenzyl)-5-oxo-1-(4-(trifluoromethyl)phenyl)-1,2,3,4,5,6-hexahydro-1,6-naphthyridin-3-yl)methyl methanesulfonate CS(=O)(=O)OCC1CN(C=2C=CN(C(C2C1)=O)CC1=CC=C(C=C1)OC)C1=CC=C(C=C1)C(F)(F)F